3-(cyclobutylamino)propan-1-ol Terbium(II) triflate [O-]S(=O)(=O)C(F)(F)F.[Tb+2].C1(CCC1)NCCCO.[O-]S(=O)(=O)C(F)(F)F